tert-butyl ((3R,6R,8R,9R,10aS)-8,9-dihydroxy-5-oxo-3-(3-phenylpyrrolidine-1-carbonyl)decahydropyrrolo[1,2-a]azocin-6-yl)carbamate O[C@H]1[C@@H](C[C@H]2N(C([C@@H](C1)NC(OC(C)(C)C)=O)=O)[C@H](CC2)C(=O)N2CC(CC2)C2=CC=CC=C2)O